C1(=CC=CC=C1)N(C1=CC=C(C2=CC=C(N(C=3C=C(C=CC3)C)C3=CC=CC=C3)C=C2)C=C1)C=1C=C(C=CC1)C diphenyl-N,N'-di(m-tolyl)benzidine